ammonia 1-methyl-1,2,5,6-tetrahydro-3-pyridinecarboxylate CN1CC(=CCC1)C(=O)O.N